CC=1N=CN(C1CO)C1=CC=CC=C1 (4-Methyl-1-phenyl-1H-imidazol-5-yl)methanol